C(#N)[C@H](C[C@H]1C(NCC1)=O)NC(=O)C1N(CC2(C1)CCOCC2)C(=O)C=2NC1=CC=CC(=C1C2)OC N-((S)-1-cyano-2-((S)-2-oxopyrrolidin-3-yl)ethyl)-2-(4-methoxy-1H-indole-2-carbonyl)-8-oxa-2-azaspiro[4.5]decane-3-carboxamide